ClC=1C=C(OCC(=O)NC23CC(C2)(C3)NC(COC3=NC=C(N=C3)C(F)(F)F)=O)C=CC1Cl 2-(3,4-dichlorophenoxy)-N-[3-(2-{[5-(trifluoromethyl)pyrazin-2-yl]oxy}acetamido)bicyclo[1.1.1]pentan-1-yl]acetamide